Tetrahydropyrrolo[3,4-c]pyrazole N1NCC2C1=CN=C2